CN(C(=O)C1CC12CCN(CC2)C(=O)OC(C(F)(F)F)C(F)(F)F)C=2N=NC=CC2 1,1,1,3,3,3-hexafluoropropan-2-yl (+)-1-(methyl(pyridazin-3-yl)carbamoyl)-6-azaspiro[2.5]octane-6-carboxylate